6-pyrrolidin-1-ylpyrazine-2-sulfonyl chloride N1(CCCC1)C1=CN=CC(=N1)S(=O)(=O)Cl